C1(CC1)N1C(=NC(=C1)C(F)(F)F)C1=CC=C(C=C1)CC=1N=CC=2C(N1)=NC(CC2)=O {4-[1-cyclopropyl-4-(trifluoromethyl)imidazol-2-yl]phenyl-methyl}pyrido[2,3-d]pyrimidin-7-one